FC(C1=CC2=C(N=C(N=C2)NC2=C(C=C(C=C2)S(=O)(=O)CCCOC2CCC(CC2)C=O)C)N(C1=O)C(C)C)F 4-[3-[4-[[6-(Difluoromethyl)-8-isopropyl-7-oxo-pyrido[2,3-d]pyrimidin-2-yl]amino]-3-methyl-phenyl]sulfonylpropoxy]cyclohexanecarbaldehyde